CN1C(N(C(C2=C1N=C(C=C2NCC(=O)NC=2C=C(C=CC2)C)N2CCCC2)=O)C)=O 2-{[1,3-dimethyl-2,4-dioxo-7-(pyrrolidin-1-yl)-1,2,3,4-tetrahydropyrido[2,3-d]pyrimidin-5-yl]amino}-N-(m-tolyl)acetamide